C1(=CC=CC=C1)B(OCCN)C1=CC=CC=C1 2-Aminoethyl diphenylborinate